4-({2-[(tert-butyl)bis(methyl)siloxy]ethyl}-N-methylamino)butyric acid C(C)(C)(C)[Si](OCCN(C)CCCC(=O)O)(C)C